2-(4-nitro-1H-pyrazol-1-yl)-1-(3-(p-tolyloxy)piperidin-1-yl)ethan-1-one [N+](=O)([O-])C=1C=NN(C1)CC(=O)N1CC(CCC1)OC1=CC=C(C=C1)C